3-[4-[1-(3-aminobenzoyl)-4-piperidinyl]anilino]piperidine-2,6-dione NC=1C=C(C(=O)N2CCC(CC2)C2=CC=C(NC3C(NC(CC3)=O)=O)C=C2)C=CC1